C(CCC\C=C/CC)OC(CCC(=O)OCCC(CCOC(CCC(OCCCC\C=C/CC)OCCCC\C=C/CC)=O)OC(=O)N1C=NC=C1)OCCCC\C=C/CC 3-((1H-imidazole-1-carbonyl)oxy)pentane-1,5-diyl bis(4,4-bis(((Z)-oct-5-en-1-yl)oxy)butanoate)